FC=1C=C(C=CC1)[C@H]1[C@@H](CN(C1)CCOC)NC(=O)NC1=C(C(=NN1C1=CC=CC=C1)C=1C=NN(C1)CCOC)C 1-((3s,4r)-4-(3-fluorophenyl)-1-(2-methoxyethyl)pyrrolidin-3-yl)-3-(1'-(2-methoxyethyl)-4-methyl-1-phenyl-1h,1'h-[3,4'-bipyrazolyl]-5-yl)urea